2-(4-bromophenyl)-4-(dibenzo[b,d]thiophen-3-yl)-6-phenyl-1,3,5-triazine BrC1=CC=C(C=C1)C1=NC(=NC(=N1)C=1C=CC2=C(SC3=C2C=CC=C3)C1)C1=CC=CC=C1